3-Phenyl-1-(2-pyridinyl)-2-propen-1-one 4-phenyl-selenosemicarbazone C1(=CC=CC=C1)NC(NN=C(C=CC1=CC=CC=C1)C1=NC=CC=C1)=[Se]